[Na+].C1CC(CCC1)NS([O-])(=O)=O 3-cyclohexylsulfamate sodium